ClC1=C(C(=O)NC2=C(C=CC=C2)C(NCCC2=CC=CC=C2)=O)C=CC=C1 2-chloro-N-(2-(phenethylcarbamoyl)phenyl)benzamide